Perfluoroundecanesulfonic acid FC(C(C(C(C(C(C(C(C(C(C(F)(F)F)(F)F)(F)F)(F)F)(F)F)(F)F)(F)F)(F)F)(F)F)(F)F)(S(=O)(=O)O)F